6-(2-chloro-5-fluoropyrimidin-4-yl)-3-(1-((R)-3-fluoropyrrolidin-1-yl)ethyl)-4-isopropylquinoline ClC1=NC=C(C(=N1)C=1C=C2C(=C(C=NC2=CC1)C(C)N1C[C@@H](CC1)F)C(C)C)F